methyl 3-((diphenylmethylene)amino)cyclopentane-1-carboxylate C1(=CC=CC=C1)C(C1=CC=CC=C1)=NC1CC(CC1)C(=O)OC